C[C@]1([C@H]([C@H]([C@@H](O1)N1C=NC=2C(=O)NC(N)=NC12)O)O)CO 4'-C-methylguanosine